dotriacontyl eicos-13-enoate C(CCCCCCCCCCCC=CCCCCCC)(=O)OCCCCCCCCCCCCCCCCCCCCCCCCCCCCCCCC